Cl.CN(C)CCCCCCCCCCCC N,N-dimethyldodecylamine hydrochloride